3-chloro-N-(pyridin-2-yl)benzamide ClC=1C=C(C(=O)NC2=NC=CC=C2)C=CC1